N-(1,3-benzodioxol-5-yl)-3-[4-chloro-3-methyl-5-(phenoxymethyl)pyrazol-1-yl]-N-methyl-benzamide O1COC2=C1C=CC(=C2)N(C(C2=CC(=CC=C2)N2N=C(C(=C2COC2=CC=CC=C2)Cl)C)=O)C